CC(C(C)NCC1=CC(=NC(=C1)NC1=NNC(=C1)C)C=1C=C(C=CC1)NC(C=C)=O)(C)C N-(3-(4-((3,3-dimethylbut-2-ylamino)methyl)-6-(5-methyl-1H-pyrazol-3-ylamino)pyridin-2-yl)phenyl)acrylamide